4-bromo-2-(3-methoxyazetidin-3-yl)pyridine BrC1=CC(=NC=C1)C1(CNC1)OC